4-[3-[3-[2-[3-(4-amino-1-tert-butyl-pyrazolo[3,4-d]pyrimidin-3-yl)-5-cyclopropyl-isoxazol-4-yl]pyrimidin-5-yl]azetidin-1-yl]-3-oxo-propyl]cyclohexanecarbaldehyde NC1=C2C(=NC=N1)N(N=C2C2=NOC(=C2C2=NC=C(C=N2)C2CN(C2)C(CCC2CCC(CC2)C=O)=O)C2CC2)C(C)(C)C